CN1C(NN=C1OC)=O 4-methyl-5-methoxy-2,4-dihydro-3H-1,2,4-triazol-3-one